CC1(C(C1)CC)CC 1-methyl-1,2-diethyl-cyclopropane